C(CCCCCCCCCCC\C=C/CCCCCCCC)(=O)[O-].[Zn+2].C(CCCCCCCCCCC\C=C/CCCCCCCC)(=O)[O-] zinc erucate